2-(dimethylamino)-N-[(1s,4s)-4-{[2-(trifluoromethyl)imidazo[1,2-a]pyridin-5-yl]amino}cyclohexyl]benzamide CN(C1=C(C(=O)NC2CCC(CC2)NC2=CC=CC=3N2C=C(N3)C(F)(F)F)C=CC=C1)C